NC1=CC2=C(CN(C[C@H](O2)CC)C(=O)OCC2=CC=CC=C2)C=C1C benzyl (R)-8-amino-2-ethyl-7-methyl-2,3-dihydrobenzo[f][1,4]oxazepin-4(5H)-carboxylate